N1N=CC(=C1)C1=CC=C(C2=C1N=CS2)C2=CN=C(N=N2)NC2C[C@H]1CC[C@@H](C2)N1 (1R,5S)-N-[6-[4-(1H-pyrazol-4-yl)-1,3-benzothiazol-7-yl]-1,2,4-triazin-3-yl]-8-azabicyclo[3.2.1]octan-3-amine